fluoro-N-(6-(4-phenyl-4H-1,2,4-triazol-3-yl)pyridin-2-yl)-4H-benzo[b]imidazo[1,5-d][1,4]oxazine-8-carboxamide FC1=NC=C2N1C1=C(OC2)C=CC(=C1)C(=O)NC1=NC(=CC=C1)C1=NN=CN1C1=CC=CC=C1